2-(5-(((1R,4R,5R,6R)-6-fluoro-1-methyl-2-azabicyclo[2.2.1]heptan-5-yl)oxy)-1,3,4-thiadiazol-2-yl)-5-(1H-imidazol-1-yl)phenol F[C@H]1[C@@H]([C@H]2CN[C@@]1(C2)C)OC2=NN=C(S2)C2=C(C=C(C=C2)N2C=NC=C2)O